Methyl-1-(1-(1-oxo-1,2-dihydroisoquinolin-4-yl)ethyl)urea CN(C(=O)N)C(C)C1=CNC(C2=CC=CC=C12)=O